5-(2,6-dichloro-4-nitrophenoxy)-1H-indazol-3-amine ClC1=C(OC=2C=C3C(=NNC3=CC2)N)C(=CC(=C1)[N+](=O)[O-])Cl